ClC1=CC=C(OC2=CC=C(C=C2)C2=NC3=C(N2)C=CC(=C3)C(=O)N)C=C1 2-(4-(4-Chlorophenoxy)phenyl)-1H-benzimidazole-5-carboxamide